(R)-tert-butyl 4-(4-((1-(2-methyl-3-(trifluoromethyl) phenyl) ethyl) amino) pyrido[2,3-d]pyrimidin-6-yl)-3,6-dihydropyridine-1(2H)-carboxylate CC1=C(C=CC=C1C(F)(F)F)[C@@H](C)NC=1C2=C(N=CN1)N=CC(=C2)C=2CCN(CC2)C(=O)OC(C)(C)C